C(#N)CCN1C(C1CCCC)=O N-(2-cyanoethyl)-α-caprolactam